((1-(hydroxymethyl)cyclopropyl)methyl)thiourea OCC1(CC1)CNC(=S)N